2-bromo-3-(2,5-dibromophenyl)naphthalene BrC1=CC2=CC=CC=C2C=C1C1=C(C=CC(=C1)Br)Br